aminoethyl-γ-aminopropyl-methyldimethoxysilane tert-butyl-(10Z)-10-[[4-(dimethylcarbamoyl)-1-oxo-3H-isoindol-2-yl]methylidene]-7-azaspiro[4.5]decane-7-carboxylate C(C)(C)(C)OC(=O)N1CC2(CCCC2)\C(\CC1)=C/N1C(C2=CC=CC(=C2C1)C(N(C)C)=O)=O.NCCCO[Si](OC)(C)CCCN